C1(=CC=CC=C1)S(=O)(=O)/C=C/CNC(=O)C=1C(NC=2CCCCC2C1)=O N-[(2E)-3-(benzenesulfonyl)prop-2-en-1-yl]-2-oxo-1,2,5,6,7,8-hexahydroquinoline-3-carboxamide